ClC1=NC=C(C(=N1)NCC=1C(=NC=CC1)OCC)C(=O)N 2-chloro-4-(((2-ethoxypyridin-3-yl)methyl)amino)pyrimidin-5-carboxamide